NC1=NN(C=C1C1=CC(=C(C(=O)N([C@H]2CNCCC2)C2=NC=CC3=CC=CC(=C23)C)C=C1)F)C 4-(3-amino-1-methyl-pyrazol-4-yl)-2-fluoro-N-(8-methyl-1-isoquinolyl)-N-[(3R)-3-piperidyl]benzamide